C1(CC1)C1=NN=C(O1)[C@H]1CNCCO1 (2R)-2-(5-cyclopropyl-1,3,4-oxadiazol-2-yl)morpholine